C(#N)[C@H](CC1=CC=C(C=C1)C=1C=CC2=C(N(C(O2)=O)C)C1)NC(=O)[C@H]1OCCCCNC1 (2S)-N-[(1S)-1-cyano-2-[4-(3-methyl-2-oxo-1,3-benzoxazol-5-yl)phenyl]ethyl]-1,4-oxazocane-2-carboxamide